1-(3-(7-(3,3-difluoropyrrolidine-1-carbonyl)-3-(4-(trifluoromethyl)phenyl)-1H-indazol-1-yl)pyrrolidin-1-yl)prop-2-en-1-one FC1(CN(CC1)C(=O)C=1C=CC=C2C(=NN(C12)C1CN(CC1)C(C=C)=O)C1=CC=C(C=C1)C(F)(F)F)F